rac-2-((7-bromo-4-((5-fluoroquinolin-6-yl)amino)quinazolin-5-yl)oxy)cyclobutan-1-ol BrC1=CC(=C2C(=NC=NC2=C1)NC=1C(=C2C=CC=NC2=CC1)F)OC1C(CC1)O